(3-Glycidoxy-propyl)tri-methoxy-silane C(C1CO1)OCCC[Si](OC)(OC)OC